2-Naphthylacrylat C1=C(C=CC2=CC=CC=C12)OC(C=C)=O